BrC1=CC=C(C=C1)C(CNC(=O)C1=C(C(=O)O)C=CC=C1)C(=O)O 2-((2-(4-bromophenyl)-2-carboxyethyl)carbamoyl)benzoic acid